7-((1H-imidazol-1-yl)methyl)-2-(6-methoxy-8-((4-(2-methoxyethyl)piperazin-1-yl)methyl)quinolin-4-yl)-5-(1-methyl-3-(trifluoromethyl)-1H-pyrazol-4-yl)-3,4-dihydroisoquinolin-1(2H)-one N1(C=NC=C1)CC1=CC(=C2CCN(C(C2=C1)=O)C1=CC=NC2=C(C=C(C=C12)OC)CN1CCN(CC1)CCOC)C=1C(=NN(C1)C)C(F)(F)F